FC1=C(C=CC=C1F)CN1C(CCC1=O)CC(=O)N1C(CCCC1)C(=O)OCC ethyl 1-[2-[1-[(2,3-difluorophenyl)methyl]-5-oxopyrrolidin-2-yl]acetyl]piperidine-2-carboxylate